ClC1=CC=C(C=C1)CN1C([C@H](CSC2=C1C=C(C(=C2)F)C2=NC(=NO2)C2CC2)NC(OC(C)(C)C)=O)=O tert-butyl N-[(3R)-5-[(4-chlorophenyl)methyl]-7-(3-cyclopropyl-1,2,4-oxadiazol-5-yl)-8-fluoro-4-oxo-2,3-dihydro-1,5-benzothiazepin-3-yl]carbamate